ClP(C1=CC=C(C=C1)[Si](CCCC)(CCCC)CCCC)C1=C(C=CC=C1)F chloro(2-fluorophenyl)(4-(tributylsilyl)phenyl)phosphane